O1CCC(CC1)NC(\C=C\CN1C[C@@H](CCC1)OC1=NC=C(C=C1)\C(=C(\CC(F)(F)F)/C1=CC=CC=C1)\C=1C=C2C(=NNC2=CC1)F)=O (E)-N-(Tetrahydro-2H-pyran-4-yl)-4-((R)-3-((5-((Z)-4,4,4-trifluoro-1-(3-fluoro-1H-indazol-5-yl)-2-phenylbut-1-en-1-yl)pyridin-2-yl)oxy)piperidin-1-yl)but-2-enamide